(R)-4-fluoro-N-(1-(4-(4-(1-hydroxyethyl)-6-(trifluoromethyl)pyridin-3-yl)phenyl)cyclopropyl)benzamide, 2,2,2-trifluoroacetate salt FC(C(=O)O)(F)F.FC1=CC=C(C(=O)NC2(CC2)C2=CC=C(C=C2)C=2C=NC(=CC2[C@@H](C)O)C(F)(F)F)C=C1